ClC=1C(=C(C=CC1)C1(NC=NC2=CC(=C(C=C12)N)C#CC12CCC(CC1)N2C)N)F 4-(3-chloro-2-fluorophenyl)-7-((7-methyl-7-azabicyclo[2.2.1]heptan-1-yl)ethynyl)quinazoline-4,6-diamine